ClC1=CC=C(C=C1)C=CC(=O)C1=CC=C(C=C1)F 3-(4-chlorophenyl)-1-(4-fluorophenyl)prop-2-en-1-one